5-[[2-[5-methyl-2-(6-oxo-1H-pyridin-3-yl)-1-piperidyl]-2-oxo-acetyl]amino]pyridine-3-carboxamide CC1CCC(N(C1)C(C(=O)NC=1C=C(C=NC1)C(=O)N)=O)C1=CNC(C=C1)=O